CN(C(CCCCCCCCC)CCCCCCCCCCC\C=C/C\C=C/CCCCC)C (22Z,25Z)-N,N-dimethylhentriacontane-22,25-dien-10-amine